N-(4-([1,4'-bipiperidin]-1'-ylmethyl)phenyl)-4-((3-chlorophenyl)amino)benzamide N1(CCCCC1)C1CCN(CC1)CC1=CC=C(C=C1)NC(C1=CC=C(C=C1)NC1=CC(=CC=C1)Cl)=O